NC1CCC(CC1)(O)C 4-amino-1-methyl-cyclohexanol